ClC1=NC=C(C2=CC=C(C=C12)O[C@@H](C(=O)N1CC(CCC1)(F)F)C)C1=C(C=CC=C1)C (R)-2-((1-chloro-4-(o-tolyl)isoquinolin-7-yl)oxy)-1-(3,3-difluoropiperidin-1-yl)propan-1-one